ClC1=C(C(=CC=C1Cl)O)[C@H]1C[C@@H]2N(C(CN(C2)C([C@@H](COC)O)=O)=O)CC1 (8R,9aS)-8-(2,3-dichloro-6-hydroxyphenyl)-2-[(2R)-2-hydroxy-3-methoxypropanoyl]-hexahydro-1H-pyrido[1,2-a]pyrazin-4-one